diethyl (acryloyloxy)ethyl phosphate P(=O)(OCC)(OCC)OCCOC(C=C)=O